C[C@@H]1N(C[C@@H](C1)OC1=NC2=CC=CC=C2C=C1)CC1=CN=C(S1)NC(C)=O N-(5-(((2S,4R)-2-methyl-4-(quinolin-2-yloxy)pyrrolidin-1-yl)methyl)thiazol-2-yl)acetamide